(R)-3-(2,5-diethoxy-4-(trifluoromethyl)phenyl)piperidine hydrochloride Cl.C(C)OC1=C(C=C(C(=C1)C(F)(F)F)OCC)[C@@H]1CNCCC1